C(C1=CC=CC=C1)N(C1CC2CNC(C=3C=CC=C1C23)=O)CC[C@]2(CCOC3(CCCC3)C2)C2=NC=CC=C2 5-(benzyl-(2-((R)-9-(pyridin-2-yl)-6-oxaspiro[4.5]decan-9-yl)ethyl)amino)-3,3a,4,5-tetrahydrocyclopenta[de]isoquinol-1(2H)-one